ClC=1C(=C(C2=CC=CC=C2C1)C1=C(C=CC2=CC=CC=C12)P(C1=CC=C(C=C1)C)C1=CC=C(C=C1)C)P(C1=CC=C(C=C1)C)C1=CC=C(C=C1)C Chloro[2,2'-bis(di-p-tolylphosphino)-1,1'-binaphthyl]